6-(2-Chloro-3-(6-(4-formyl-3-methoxyphenyl)-5-methylpyrimidin-4-yl)phenyl)-2-methoxynicotinaldehyde ClC1=C(C=CC=C1C1=NC=NC(=C1C)C1=CC(=C(C=C1)C=O)OC)C1=NC(=C(C=O)C=C1)OC